N1(CCOCC1)C1=CC=C(C=N1)C(=O)N1CCCCC1 1-{[6-(morpholin-4-yl)pyridin-3-yl]carbonyl}piperidin